C1(CC1)C1=C(C=CC(=C1)N1CCN(CC1)C)NC1=NC=C(C(=N1)NCCCN1C(N(CCC1)C)=O)C(F)F 1-(3-((2-((2-cyclopropyl-4-(4-methylpiperazin-1-yl)phenyl)amino)-5-(difluoromethyl)pyrimidin-4-yl)amino)propyl)-3-methyltetrahydropyrimidin-2(1H)-one